ClC1=NC=C(C(=C1)NCCC1CN(C1)C(=O)[O-])\C=C\C(=O)OCC (E)-3-(2-((2-chloro-5-(3-ethoxy-3-oxoprop-1-en-1-yl)pyridin-4-yl)amino)ethyl)azetidine-1-carboxylate